F[C@H]1C[C@H](N2N=C(N=C21)S(=O)C(C#N)(C)C)C2=CC=CC=C2 2-[[(5s,7s)-7-fluoro-5-phenyl-6,7-dihydro-5H-pyrrolo[1,2-b][1,2,4]triazol-2-yl]sulfinyl]-2-methyl-propionitrile